BrC=1C=C2C(=C(C(NC2=C2C=CC=NC12)=O)[N+]1=CC=CC=C1)C1=C2C=NN(C2=C(C(=C1)F)F)C1OCCCC1 6-Bromo-4-[6,7-difluoro-1-(oxan-2-yl)indazol-4-yl]-3-pyridin-1-ium-1-yl-1H-1,7-phenanthrolin-2-one